2-((tert-butyldimethylsilyloxy)ethyl)-1H-pyrazole [Si](C)(C)(C(C)(C)C)OCCN1NC=CC1